C(=O)(OC(C)(C)C)N[C@H](CC(=O)O)CC1=CC=C(C=C1)Br (S)-3-(Boc-amino)-4-(4-bromophenyl)butanoic acid